1-(indol-1-yl)ethan-1-one N1(C=CC2=CC=CC=C12)C(C)=O